2-cyclopropyl-4-fluoro-1-iodobenzene C1(CC1)C1=C(C=CC(=C1)F)I